C(C)(C)(C)OC(=O)N1CC(C1)(C)CN1C(NCC1=O)=O 3-((2,5-Dioxoimidazolidin-1-yl)methyl)-3-methylazetidine-1-carboxylic acid tert-butyl ester